tert-butyl (S)-2-(2-((2-methyl 1-((3-methyl pyridin-2-yl)oxy)propan-2-yl)amino)-2-oxoethyl)pyrrolidine-1-carboxylate CC(COC1=NC=CC=C1C)(C)NC(C[C@H]1N(CCC1)C(=O)OC(C)(C)C)=O